FC1=CC2=C(C(=NO2)C2CCN(CC2)CCCNCCC)C=C1 3-[4-(6-fluoro-1,2-benzisoxazol-3-yl)piperidin-1-yl]-N-propyl-1-propylamine